N-(2-chloro-3'-(7-chloro-5-formylbenzo[d]oxazol-2-yl)-2'-Methyl-[1,1'-biphenyl]-3-yl)-5-(dimethoxymethyl)picolinamide ClC1=C(C=CC=C1NC(C1=NC=C(C=C1)C(OC)OC)=O)C1=C(C(=CC=C1)C=1OC2=C(N1)C=C(C=C2Cl)C=O)C